benzyl pent-4-yn-1-ylcarbamate C(CCC#C)NC(OCC1=CC=CC=C1)=O